[C@@H]12COC[C@@H](CC1)C2NC2=C1C(=C(N=N2)C2=C(C=C(C#N)C=C2)O)C=NC=C1 4-(1-(((1R,5S,8s)-3-oxabicyclo[3.2.1]octan-8-yl)amino)pyrido[3,4-d]pyridazin-4-yl)-3-hydroxybenzonitrile